BrC=1C(=C(C(=C2C=NNC12)C1=CC=2N(C=C1)N=C(C2)NC(=O)C2C(C2)F)C)F N-(5-(7-bromo-6-fluoro-5-methyl-1H-indazol-4-yl)pyrazolo[1,5-a]pyridin-2-yl)-2-fluorocyclopropane-1-carboxamide